N1=CC=CC(=C1)C1N(C)CCC1.C(C(O)C(O)C(=O)O)(=O)O racemic-tartaric acid nicotine salt